N1N=CN=C1C(=O)[O-] 1,2,4-triazole-5-carboxylate